BrC1=C(N=CN1CC(=O)N1CCN(CC1)C(=O)OCC1=CC=CC=C1)C1=CC=C(C=C1)F benzyl 4-{2-[5-bromo-4-(4-fluorophenyl)-1H-imidazol-1-yl]acetyl}piperazine-1-carboxylate